C(C)(=O)OC(C1=CC=C(C=C1)C(C)(C)C)C1=CC2=CC3=CC(=CC=C3N=C2C=C1)C(C1=CC=C(C=C1)C(C)(C)C)OC(C)=O 2,7-bis(alpha-acetoxy-4-tert-butylbenzyl)acridine